ClC1(NC(=CC=C1OC1=CC(=CC=C1)C1CC1)C)C(=O)NCC(F)C1=C(C=C(C=C1)Cl)Cl 2-chloro-3-(3-cyclopropyl-phenoxy)-N-[2-(2,4-dichlorophenyl)-2-fluoro-ethyl]-6-methyl-pyridine-carboxamide